2-amino-4-[6-chloro-2-[[(2S)-1,2-dimethylpyrrolidin-2-yl]methoxy]-8-fluoro-quinazolin-7-yl]-7-fluoro-benzothiophene-3-carbonitrile NC=1SC2=C(C1C#N)C(=CC=C2F)C2=C(C=C1C=NC(=NC1=C2F)OC[C@]2(N(CCC2)C)C)Cl